NC1CC2CCC1C2 3-endo-aminobicyclo[2.2.1]heptane